2-phenylacetamide trihydrochloride Cl.Cl.Cl.C1(=CC=CC=C1)CC(=O)N